(3E)-3-[2-(dimethylamino)ethylidene]-1-{4-[(3-fluoro-4-{[1,2,4]triazolo[1,5-a]pyridin-7-yloxy}phenyl)amino]pyrido[3,4-d]pyrimidin-6-yl}pyrrolidin-2-one CN(C\C=C/1\C(N(CC1)C1=CC2=C(N=CN=C2NC2=CC(=C(C=C2)OC2=CC=3N(C=C2)N=CN3)F)C=N1)=O)C